C(=O)C=1N=CC(=NC1)N1[C@H]2CC(C[C@@H]1CC2)OCC(=O)OCC Ethyl {[(1R,3s,5S)-8-(5-formylpyrazin-2-yl)-8-azabicyclo[3.2.1]octan-3-yl]oxy}acetate